O[C@H]1[C@H](O[C@@]2([C@@H](CCO2)NC(CC2=CC(=CC=C2)C(F)(F)F)=O)[C@@H]([C@H]1N1N=NC(=C1)C1=CC(=C(C(=C1)F)F)F)O)CO N-((4R,5S,7R,8R,9S,10R)-8,10-dihydroxy-7-(hydroxymethyl)-9-(4-(3,4,5-trifluorophenyl)-1H-1,2,3-triazol-1-yl)-1,6-dioxaspiro[4.5]decan-4-yl)-2-(3-(trifluoromethyl)phenyl)acetamide